4-(7-fluoroimidazo[1,2-a]pyridin-3-yl)-7-[[5-[(3S)-3-hydroxy-1-piperidyl]-2-pyridyl]amino]isoindolin-1-one FC1=CC=2N(C=C1)C(=CN2)C2=C1CNC(C1=C(C=C2)NC2=NC=C(C=C2)N2C[C@H](CCC2)O)=O